O1CC(C1)OC(=O)N1CCN(CC1)C1=NC=2N(C=C1)N=CC2C=2C(=NC=CC2)OC 4-(3-(2-methoxypyridin-3-yl)pyrazolo[1,5-a]pyrimidin-5-yl)piperazine-1-carboxylic acid oxetan-3-yl ester